C(C)=C(C1=CC=CO1)NCC1=CC=CO1 ethylidenedifurfuryl-amine